NC1=NC=CC(=C1)CN1N=CC2=C(C1=O)N(C1=C2SC(=N1)S(=O)C)C 6-((2-Aminopyridin-4-yl)methyl)-4-methyl-2-(methylsulfinyl)-4H-thiazolo[5',4':4,5]pyrrolo[2,3-d]pyridazin-5(6H)-one